(2R,6R)-4-({2-fluoro-6-[2-(trifluoromethoxy)phenoxy]phenyl}methyl)-6-methyl-1-(2-methylpropanoyl)-N-{[4-(pyrimidin-2-yl)phenyl]methyl}piperazine-2-carboxamide FC1=C(C(=CC=C1)OC1=C(C=CC=C1)OC(F)(F)F)CN1C[C@@H](N([C@@H](C1)C)C(C(C)C)=O)C(=O)NCC1=CC=C(C=C1)C1=NC=CC=N1